HEXADECAHYDROPYRENE C1CCC2CCC3CCCC4CCC1C2C34